C(C=C)(=O)N1C[C@@H](N(CC1)C(=O)C1=C(C(=C(C(=C1)Cl)C1=C(C=CC=C1OC)F)F)NC(C1=CC(=CC=C1)C#N)=O)C N-(4-((S)-4-acryloyl-2-methylpiperazine-1-carbonyl)-6-chloro-2,2'-difluoro-6'-methoxy-[1,1'-biphenyl]-3-yl)-3-cyanobenzamide